1-(4-fluorophenyl)-2-oxo-1,2-dihydropyridine-3-carboxylic acid ethyl ester C(C)OC(=O)C=1C(N(C=CC1)C1=CC=C(C=C1)F)=O